C(C)(C)(C)N1N=C(C=C1NC(CC1=CC(=NO1)C)=O)C1CC(CC1)CC(=O)OC(C)(C)C tert-butyl 2-(3-(1-(tert-butyl)-5-(2-(3-methylisoxazol-5-yl)acetamido)-1H-pyrazol-3-yl)cyclopentyl)acetate